((1s,3s)-3-(benzyloxy)cyclobutyl)hydrazine C(C1=CC=CC=C1)OC1CC(C1)NN